(E)-N1-(2-(4-chlorostyryl)-6-methylquinazolin-4-yl)ethane-1,2-diamine ClC1=CC=C(/C=C/C2=NC3=CC=C(C=C3C(=N2)NCCN)C)C=C1